9-(tert-butyl) 3-ethyl 6-(benzyloxy)-4-(methoxymethyl)-9H-pyrido[3,4-b]indole-3,9-dicarboxylate C(C1=CC=CC=C1)OC=1C=C2C3=C(N(C2=CC1)C(=O)OC(C)(C)C)C=NC(=C3COC)C(=O)OCC